tert-butyl 2-(2-bromo-6-chloropyridin-4-yl)-6-(trifluoromethyl)morpholine-4-carboxylate BrC1=NC(=CC(=C1)C1CN(CC(O1)C(F)(F)F)C(=O)OC(C)(C)C)Cl